15-Tricosenoic acid C(CCCCCCCCCCCCCC=CCCCCCCC)(=O)O